FC1=CC=C2C(=C(NC2=C1)CO)C1NC(C2=CC=C(C=C12)O)=O 3-(6-fluoro-2-hydroxymethyl-1H-indol-3-yl)-5-hydroxy-2,3-dihydro-isoindol-1-one